Cl.Cl.FC(C(C(F)(F)F)OC(=O)N1CCN(CC1)CC1=C(C=C(C=C1)C(F)(F)F)N1CCCC1)(F)F 1,1,1,3,3,3-hexafluoropropan-2-yl-4-(2-(pyrrolidin-1-yl)-4-(trifluoromethyl)benzyl)piperazine-1-carboxylate bis-hydrochloride salt